COC(=O)[C@@H]1[C@H]2C([C@H]2CN1C([C@@H](CC)OC)=O)(C)C.C(\C=C(\C)/CCC=C(C)C)CC(C)=O (Z)-geranyl-acetone methyl-(1R,2S,5S)-3-((R)-2-methoxybutanoyl)-6,6-dimethyl-3-azabicyclo[3.1.0]hexane-2-carboxylate